ClC1=C(C2=C(N=C(N(C2=O)CC2=CC=C(C=C2)OC)C)C=N1)OCCN(C)C 6-chloro-5-(2-(dimethylamino)ethoxy)-3-(4-methoxybenzyl)-2-methylpyrido[3,4-d]pyrimidin-4(3H)-one